C1(CCCCC1)C[C@@H](C(=O)OC)NC(=O)C1=CN=C(S1)CNC1=CC(=NC=C1)C(F)(F)F 1-methyl (2S)-3-cyclohexyl-2-[[2-[[[2-(trifluoromethyl)-4-pyridyl]amino]methyl]thiazole-5-carbonyl]amino]propanoate